6-benzyl-3-oxa-6-azatricyclo[3.2.1.02,4]octane C(C1=CC=CC=C1)N1C2C3OC3C(C1)C2